(3R,4R)-1-cyclohexyl-4-{[1-(2,4-difluoro-phenyl)-1H-[1,2,3]triazole-4-carbonyl]-amino}-piperidine-3-carboxylic acid ((R)-1-cyclobutyl-ethyl)-amide C1(CCC1)[C@@H](C)NC(=O)[C@@H]1CN(CC[C@H]1NC(=O)C=1N=NN(C1)C1=C(C=C(C=C1)F)F)C1CCCCC1